d-1,2,3,4-tetrahydroharmine C1(C)NCCC=2C3=CC=C(OC)C=C3NC12